C[C@@H]1[C@@H](C[C@@H]2[C@]13CC(C[C@H]3C=C2C(=O)O)(C)C)O The molecule is a tricyclic sesquiterpenoid that is pentalenene in which the 13-methyl group is oxidsed to the carboxylic acid and a hydroxy substituent is located at position 11. It has a role as a metabolite. It is a sesquiterpenoid, a carbotricyclic compound and a 5-hydroxy monocarboxylic acid. It derives from a pentalenene. It is a conjugate acid of a 1-deoxy-11beta-hydroxypentalenate.